2-bromo-N-(4-(piperidin-1-ylsulfonyl)phenyl)propanamide BrC(C(=O)NC1=CC=C(C=C1)S(=O)(=O)N1CCCCC1)C